N1(CCOCC1)CCN 2-morpholinylethane-1-amine